9,9-bis[6-(1-hydroxymethoxy)naphthalen-2-yl]fluorene OCOC=1C=C2C=CC(=CC2=CC1)C1(C2=CC=CC=C2C=2C=CC=CC12)C1=CC2=CC=C(C=C2C=C1)OCO